6-(5-amino-2-chloro-4-fluorophenyl)-N-methyl-8,9-dihydroimidazo[1',2':1,6]pyrido[2,3-d]pyrimidin-2-amine NC=1C(=CC(=C(C1)C1=CC2=C(N=C(N=C2)NC)N2C1=NCC2)Cl)F